C1(CC1)C1=NC=NC(=C1C1=NC(=C2NC(=NC2=N1)C(=O)OC)S(=O)(=O)C)OC methyl 2-(4-cyclopropyl-6-methoxypyrimidin-5-yl)-6-(methylsulfonyl)-7H-purine-8-carboxylate